CC1(CC(=O)C2=C(C3=C(C=C(C=C3C=C2O1)O)O)O)O The molecule is a heptaketide that is 2,3-dihydro-4H-benzo[g]chromen-4-one bearing a methyl substituent at position 2 and four hydroxy substituents at positions 2, 5, 6 and 8. It has a role as an Aspergillus metabolite. It is a naphtho-gamma-pyrone, a cyclic hemiketal, a member of phenols and a heptaketide.